N-(6-(4-methylpiperazin-1-yl)pyridin-3-yl)-3-(3-(piperidine-1-carbonyl)pyrazolo[1,5-a]pyridin-5-yl)-1H-pyrrolo[2,3-b]pyridine-5-carboxamide CN1CCN(CC1)C1=CC=C(C=N1)NC(=O)C=1C=C2C(=NC1)NC=C2C2=CC=1N(C=C2)N=CC1C(=O)N1CCCCC1